BrC1=CC=C(C=C1)C=1C=CC(N(N1)CC1=CC=C(C=C1)OC)=O 6-(4-bromophenyl)-2-(4-methoxybenzyl)pyridazin-3(2H)-one